N1=CC=CC=2C(NC=CC12)=O 1,6-naphthyridin-5-one